NC1CC=2NC(C=CC2C12CCN(CC2)C2=NC(=C(N=C2)SC2=C(C(=NC=C2)N)Cl)N)=O 6-amino-1'-(6-amino-5-((2-amino-3-chloropyridin-4-yl)thio)pyrazin-2-yl)-6,7-dihydrospiro[cyclopenta[b]pyridine-5,4'-piperidin]-2(1H)-one